2-chloro-N-(4-chloro-3-nitrophenyl)-5-(N-ethyl-N-phenylsulfamoyl)benzamide ClC1=C(C(=O)NC2=CC(=C(C=C2)Cl)[N+](=O)[O-])C=C(C=C1)S(N(C1=CC=CC=C1)CC)(=O)=O